FC=1C(=NC(=NC1O)C1=NN(C(=C1)C1=NOC=C1)CC1=C(C=CC=C1)F)O 5-fluoro-2-(1-(2-fluorobenzyl)-5-(isoxazol-3-yl)-1H-pyrazol-3-yl)pyrimidine-4,6-diol